2-(thien-2-ylsulfonyl)benzofuran S1C(=CC=C1)S(=O)(=O)C=1OC2=C(C1)C=CC=C2